4-ethyl-8,14-dioxa-5,10,19,20,23-pentaazatetracyclo[13.5.2.12,5.018,21]tricosa-1(20),2(23),3,15,17,21-hexaen-9-one C(C)C1=CC=2C3=NNC4=CC=C(OCCCNC(OCCN1N2)=O)C=C34